N1(CCC=CCC1)C=1N=CC2=C(N1)C=CN=C2 (2,3,6,7-tetrahydro-1H-azepin-1-yl)pyrido[4,3-d]pyrimidin